3-(2-methoxyethoxy)-5-(pyridin-3-yl)-N-[2-(trifluoromethyl)pyridin-4-yl]benzamide COCCOC=1C=C(C(=O)NC2=CC(=NC=C2)C(F)(F)F)C=C(C1)C=1C=NC=CC1